4-hydroxy-4-methylisochromane OC1(COCC2=CC=CC=C12)C